(S,E)-N-((3,5-dichloropyridin-2-yl)methylene)-2-methylpropane-2-sulfinamide ClC=1C(=NC=C(C1)Cl)\C=N\[S@@](=O)C(C)(C)C